2-(9H-fluoren-9-ylmethoxycarbonyloxy)acetic acid C1=CC=CC=2C3=CC=CC=C3C(C12)COC(=O)OCC(=O)O